dl-m-chlorophenyl-4-methoxypyridine ClC=1C(=NC=CC1OC)C1=CC=CC=C1